C(C)(=O)N1CCC(CC1)C=1OC2=C(C(C1)=O)C=C(C=1NC(=NC12)C(F)(F)F)F 8-(1-acetylpiperidin-4-yl)-4-fluoro-2-(trifluoromethyl)chromeno[7,8-d]imidazol-6(3H)-one